C(C)(C)(C)OC(=O)OC=1C=C(C=CC1)[C@@H]1C[C@@H](CC1)OC[C@@H]1N(CCC[C@@H]1NS(=O)(=O)C)C(=O)OC(C)(C)C tert-butyl (2R,3S)-2-((((1R,3S)-3-(3-((tert-butoxycarbonyl)oxy)phenyl)cyclopentyl)oxy)methyl)-3-(methylsulfonamido)piperidine-1-carboxylate